C1(CCCCC1)N(N1C(C(NC(C1)(C)C)(C)C)=O)N1CN(CN(C1)N(C1CCCCC1)N1C(C(NC(C1)(C)C)(C)C)=O)N(C1CCCCC1)N1C(C(NC(C1)(C)C)(C)C)=O 1,3,5-tris(N-cyclohexyl-N-(2,2,6,6-tetramethylpiperazine-3-one-4-yl)amino)-s-triazine